ethyl 3-formylisonicotinate C(=O)C1=C(C(=O)OCC)C=CN=C1